C(C1=CC=CC=C1)OC(=O)NC1CCN(CC1)C(CC1CN(CC1)C(=O)OC(C)(C)C)=O tert-butyl 3-(2-(4-(((benzyloxy)carbonyl)amino)piperidin-1-yl)-2-oxoethyl)pyrrolidine-1-carboxylate